[Cu]=[Se] copper selenide